2,3-Di-iodomaleic acid diisobutyl ester C(C(C)C)OC(\C(=C(/C(=O)OCC(C)C)\I)\I)=O